C(C)(C)(C)OC(=O)N1[C@@H](CN(C[C@@H]1C)C1=C2C=NC(=NC2=C(C=C1)C(=O)O)SC)C 5-[(3R,5S)-4-tert-butoxycarbonyl-3,5-dimethyl-piperazin-1-yl]-2-methylsulfanyl-quinazoline-8-carboxylic acid